ClC1=NC(=C2N=C(NC2=N1)C)N1[C@H](CN([C@@H](C1)C)C(C(C)C)C1=CC=C(C=C1)C(F)(F)F)C 2-Chloro-6-((2S,5R)-2,5-dimethyl-4-(2-methyl-1-(4-(trifluoromethyl)phenyl)propyl)piperazin-1-yl)-8-methyl-9H-purine